(6R)-6-{[7-(ethylsulfanyl)-2-(1-methyl-1H-pyrazol-4-yl)[1,2,4]triazolo[1,5-c]quinazolin-5-yl]amino}-5-oxo-1,4-diazacycloheptane-1-carboxylic acid phenylmethyl ester C1(=CC=CC=C1)COC(=O)N1CCNC([C@@H](C1)NC1=NC=2C(=CC=CC2C=2N1N=C(N2)C=2C=NN(C2)C)SCC)=O